5-(8-fluoro-4-methylquinazolin-6-yl)-4-phenylpyrimidin-2-amine FC=1C=C(C=C2C(=NC=NC12)C)C=1C(=NC(=NC1)N)C1=CC=CC=C1